5-benzyl-2-(5-trifluoromethyl-pyridin-2-yl)-4,5,6,7-tetrahydro-2H-pyrazolo[4,3-c]pyridin-3-ol hydrochloride Cl.C(C1=CC=CC=C1)N1CC=2C(CC1)=NN(C2O)C2=NC=C(C=C2)C(F)(F)F